FC1(CCC(CC1)COC1=CC=C(C2=C1NC=N2)[N+](=O)[O-])F 7-((4,4-difluorocyclohexyl)methoxy)-4-nitro-1H-benzo[d]imidazole